N-BENZYL-2-(5-BROMoPYRIDIN-2-YL)-ACETAMID C(C1=CC=CC=C1)NC(CC1=NC=C(C=C1)Br)=O